ClC1=NC(=C2N(C(N(C2=N1)CC1=C(C=C(C=C1)OC)OC)=O)C1=CC=C(C=C1)C(=O)N1CC2=C(C=3C(=NC=CC3)N2CC2=C(C=C(C=C2)F)F)CC1)C 2-chloro-7-(4-{[9-(2,4-difluorobenzyl)-5,6,8,9-tetrahydro-7H-pyrido[4',3':4,5]pyrrolo[2,3-b]pyridin-7-yl]carbonyl}phenyl)-9-(2,4-dimethoxybenzyl)-6-methyl-7,9-dihydro-8H-purin-8-one